4-((8,8-Dimethyl-1-oxaspiro[4.5]dec-2-yl)oxy)butan-1-ol CC1(CCC2(CCC(O2)OCCCCO)CC1)C